N1N=CC(=C1)CCNC1=NC(=NC(=C1Cl)C)Cl (2-(1H-pyrazol-4-yl)ethyl)-2,5-dichloro-6-methylpyrimidin-4-amine